C(C)(C)OC(=O)N1CCC(CC1)C(C)OC1=NN2C(S1)=NC(=C2)C2=C(C=C(C=C2)S(=O)(=O)C)F isopropyl-4-(1-(6-(2-fluoro-4-(methylsulfonyl)phenyl)imidazo[2,1-b][1,3,4]thiadiazol-2-yloxy)ethyl)piperidine-1-carboxylate